NC1=CC=C(C=C1)NC(=O)NCCC[Si](OCC)(OCC)OCC 1-(4-aminophenyl)-3-(3-(triethoxysilyl)propyl)urea